N1=C(C=NC=C1)C1=NN=C(O1)C(=O)N1[C@@H](C2=C(CC1)NC=N2)C2=NN1C(C=CC=C1C(F)(F)F)=C2 (S)-(5-(pyrazin-2-yl)-1,3,4-oxadiazol-2-yl)(4-(7-(trifluoromethyl)pyrazolo[1,5-a]pyridin-2-yl)-6,7-dihydro-1H-imidazo[4,5-c]pyridin-5(4H)-yl)methanone